OC1[C@H](N)[C@@H](O)[C@H](O)[C@H](O1)CO.OC1=CC=C(C=C1)CCC(=O)NC1=C(C(=O)O)C=CC=C1 2-(3-(p-hydroxyphenyl)-propionamido)-benzoic acid glucosamine salt